ClC1=C(C=C(OCC(=O)NC23CC(C2)(C3)C3=NOC(C3)C3CCCC3)C=C1)F 2-(4-chloro-3-fluorophenoxy)-N-(3-(5-cyclopentyl-4,5-dihydroisoxazol-3-yl)bicyclo[1.1.1]pent-1-yl)acetamide